C1(CC1)C1=NC(=NO1)OCC1=C(N=NN1C)C1=CC=C(C(=N1)CC)N1C[C@@H](CC(C1)(F)F)CC(=O)O (R)-2-(1-(6-(5-(((5-cyclopropyl-1,2,4-oxadiazol-3-yl)oxy)methyl)-1-methyl-1H-1,2,3-triazol-4-yl)-2-ethylpyridin-3-yl)-5,5-difluoropiperidin-3-yl)acetic acid